C[C@]12CC[C@H]3[C@H]([C@@H]1C[C@@H]([C@@H]2O)O)CCC4=C3C=CC(=C4)O The molecule is a 3-hydroxy steroid that is 17beta-estradiol substituted by a beta-hydroxy group at position 16. It has a role as a human xenobiotic metabolite and an anti-inflammatory drug. It is a 16beta-hydroxy steroid, a 17beta-hydroxy steroid, a 3-hydroxy steroid and a member of phenols. It derives from a 17beta-estradiol. It derives from a hydride of an estrane.